C(C)C1=NN(C2=NC(=NC(=C21)NCC2=CC=C(C=C2)C(F)(F)F)C2=CC=C(C(=O)OC)C=C2)C methyl 4-(3-ethyl-1-methyl-4-((4-(trifluoromethyl)benzyl)amino)-1H-pyrazolo[3,4-d]pyrimidin-6-yl)benzoate